methyl (R)-1-(4-(3H-[1,2,3]triazolo[4,5-b]pyridin-3-yl)-2-fluoro-N-(piperidin-3-yl)benzamido)isoquinoline-7-carboxylate N1=NN(C2=NC=CC=C21)C2=CC(=C(C(=O)N([C@H]1CNCCC1)C1=NC=CC3=CC=C(C=C13)C(=O)OC)C=C2)F